tert-butyl (3s,5s)-3-(((tert-butoxycarbonyl) amino) methyl)-5-(((tert-butyldiphenylsilyl) oxy) methyl)-3-methyl-2-oxopyrrolidine-1-carboxylate C(C)(C)(C)OC(=O)NC[C@]1(C(N([C@@H](C1)CO[Si](C1=CC=CC=C1)(C1=CC=CC=C1)C(C)(C)C)C(=O)OC(C)(C)C)=O)C